C(C)(=O)N1CCN(CC1)C1CCN(CC1)C=1C=CC(=C(C1)NC(OC(C)(C)C)=O)N tert-butyl (5-(4-(4-acetylpiperazin-1-yl)piperidin-1-yl)-2-aminophenyl)carbamate